(R)-6-chloro-3-((1-(2-cyano-3-(5,6-dihydroimidazo[1,2-a]pyrazin-7(8H)-yl)-7-methylquinoxalin-5-yl)ethyl)amino)picolinic acid ClC1=CC=C(C(=N1)C(=O)O)N[C@H](C)C1=C2N=C(C(=NC2=CC(=C1)C)C#N)N1CC=2N(CC1)C=CN2